2-(2-isopropylphenyl)-7-methyl-9-(4-(1-methyl-1H-imidazol-5-yl)benzyl)-7,9-dihydro-8H-purin-8-one C(C)(C)C1=C(C=CC=C1)C1=NC=C2N(C(N(C2=N1)CC1=CC=C(C=C1)C1=CN=CN1C)=O)C